BrC=1C=CC(=C2C=CNC12)COC(=O)C=1C=CC2=C(N(C=N2)CC2OCC2)C1 (7-bromo-1H-indol-4-yl)methyl-1-(oxetan-2-ylmethyl)-1H-benzo[d]imidazole-6-carboxylate